N-((2S,3R)-3-hydroxy-1-(((R)-3-methyl-1-(7-methyl-4-oxo-1,3,7,2-dioxazaborecan-2-yl)butyl)amino)-1-oxobutan-2-yl)-6-phenylpicolinamide O[C@@H]([C@@H](C(=O)N[C@@H](CC(C)C)B1OCCCN(CCC(O1)=O)C)NC(C1=NC(=CC=C1)C1=CC=CC=C1)=O)C